FC1=CC(=NC=N1)N1CCN(CC1)C(=O)C=1N=C(C2=C(N1)OC(=C2)C)NC2(CC2)C [4-(6-fluoropyrimidin-4-yl)piperazine-1-carbonyl]-6-methyl-N-(1-methylcyclopropyl)furo[2,3-d]pyrimidin-4-amine